C(C)(C)OC1=C(C=CC=C1)NC(=O)C=1C=C(SC1)C(=O)NC1=CC(=CC=C1)NS(=O)(=O)C N4-(2-isopropoxyphenyl)-N2-(3-(methylsulfonamido)phenyl)thiophene-2,4-dicarboxamide